C1(=CC(=CC=C1)NC(C(C)(C)C)=O)C N-(m-tolyl)pivalamide